The molecule is a carbobicyclic compound that is bicyclo[3.1.0]hexane which is substituted at the 1-pro-S, 3-pro-S, and 4-pro-R positions by thymin-1-yl, hydroxy, and hydroxymethyl groups, respectively. It is a pyrimidone, a carbobicyclic compound, a C-glycosyl pyrimidine, a primary alcohol and a secondary alcohol. It derives from a thymine. CC1=CN(C(=O)NC1=O)[C@]23C[C@H]2[C@@H]([C@H](C3)O)CO